1-(2-(((tert-butyldimethylsilyl)oxy)methyl)-3-fluoropyridin-4-yl)propan-1-one [Si](C)(C)(C(C)(C)C)OCC1=NC=CC(=C1F)C(CC)=O